COC(=O)C1CCC2(CCC3=CC=C(C=C23)C2OCC2)CC1 6'-(oxetan-2-yl)-2',3'-dihydrospiro[cyclohexane-1,1'-indene]-4-carboxylic acid methyl ester